tert-butyl 4-(4,5-dichloropyrimidin-2-yl)piperidine-1-carboxylate ClC1=NC(=NC=C1Cl)C1CCN(CC1)C(=O)OC(C)(C)C